FC1=CC(=C(C=C1)C=1C(=C(N=NC1C)C(=O)N)O)C 5-(4-fluoro-2-methylphenyl)-4-hydroxy-6-methylpyridazine-3-carboxamide